ethyl 6-((3S,5S)-4-(tert-butoxycarbonyl)-3,5-dimethylpiperazin-1-yl)-3-((7-fluoro-2-methyl-2H-indazol-5-yl)amino)-1-(tetrahydro-2H-pyran-2-yl)-1H-pyrazolo[3,4-b]pyridine-4-carboxylate C(C)(C)(C)OC(=O)N1[C@H](CN(C[C@@H]1C)C=1C=C(C2=C(N1)N(N=C2NC2=CC1=CN(N=C1C(=C2)F)C)C2OCCCC2)C(=O)OCC)C